β-hydroxy-N-methylvaline OC([C@H](NC)C(=O)O)(C)C